2-fluoro-6-methoxy-4-(2-methyl-1-oxo-1,2-dihydro-2,7-naphthyridin-4-yl)benzaldehyde FC1=C(C=O)C(=CC(=C1)C1=CN(C(C2=CN=CC=C12)=O)C)OC